N-(4-chloro-3-{4-[6-(cyclopropylmethoxy)pyridin-3-yl]-6-oxo-1,6-dihydropyrimidin-2-yl}benzyl)isobutyramide ClC1=C(C=C(CNC(C(C)C)=O)C=C1)C=1NC(C=C(N1)C=1C=NC(=CC1)OCC1CC1)=O